3-(5-((trans-4-(benzylamino)-1-methylpiperidin-3-yl)oxy)-1-oxoisoindolin-2-yl)piperidine-2,6-dione C(C1=CC=CC=C1)N[C@H]1[C@@H](CN(CC1)C)OC=1C=C2CN(C(C2=CC1)=O)C1C(NC(CC1)=O)=O